[4-bromo-6-(trifluoromethyl)-2-pyridyl]methanol BrC1=CC(=NC(=C1)C(F)(F)F)CO